N=1N=CN2C1C=C(C=C2)OC2=CC(=C(OC=1C=C(C=CC1)CC(=O)O)C=C2)C(F)(F)F 2-[3-[4-([1,2,4]triazolo[4,3-a]pyridin-7-yloxy)-2-(trifluoromethyl)phenoxy]phenyl]acetic acid